pyrazin-2-carboxamid N1=C(C=NC=C1)C(=O)N